2'-[6-amino-5-(difluoromethoxy)pyridin-3-yl]-N-[(1R)-1-(5-fluoropyridin-3-yl)ethyl]-5',6'-dihydrospiro[azetidine-3,4'-pyrrolo[1,2-b]pyrazole]-1-carboxamide NC1=C(C=C(C=N1)C=1C=C2N(N1)CCC21CN(C1)C(=O)N[C@H](C)C=1C=NC=C(C1)F)OC(F)F